5-((2-(4-(2-(((6-Chloro-1H-indol-2-yl)methyl)amino)ethyl)-1H-1,2,3-triazol-1-yl)ethyl)amino)benzo[c][2,6]naphthyridine-8-carboxamide ClC1=CC=C2C=C(NC2=C1)CNCCC=1N=NN(C1)CCNC1=NC2=C(C3=CN=CC=C13)C=CC(=C2)C(=O)N